CC=1C=C(C=CC1C)CC(CO)C 3-(3,4-dimethylphenyl)-2-methylpropanol